S1C(=CC=C1)CCN 2-(thienyl)ethan-1-amine